benzyl (2R)-2-(3-bromo-2-fluoro-phenyl)-7-[2-[tert-butyl(dimethyl)silyl]oxyethylsulfanyl]-2,6,6-trimethyl-heptanoate BrC=1C(=C(C=CC1)[C@](C(=O)OCC1=CC=CC=C1)(CCCC(CSCCO[Si](C)(C)C(C)(C)C)(C)C)C)F